C1NCC12CC(CC2)C(=O)O 2-azaspiro[3.4]octan-6-carboxylic acid